NC=1C=C(OCCCOC2=CC(=CC=C2)N)C=CC1 1,3-bis(3-aminophenoxy)propane